1-benzyl-4-[2-(dimethoxymethyl)phenyl]piperidin-4-ol C(C1=CC=CC=C1)N1CCC(CC1)(O)C1=C(C=CC=C1)C(OC)OC